4-chloro-2-ethyl-6,7-dimethoxy-quinazolin ClC1=NC(=NC2=CC(=C(C=C12)OC)OC)CC